(4,4-difluoro-cyclohexyl)-(2,3-dihydro-benzofuran-6-ylmethyl)-amide FC1(CCC(CC1)[N-]CC1=CC2=C(CCO2)C=C1)F